(S)-(3-(4-(2,6-diaminopyrimidin-4-yl)piperazin-2-yl)-4-(trifluoromethyl)phenyl)(morpholino)methanone NC1=NC(=CC(=N1)N1C[C@@H](NCC1)C=1C=C(C=CC1C(F)(F)F)C(=O)N1CCOCC1)N